C(C)(=O)N[C@@H]1CC[C@H](CC1)C(=O)N(C1=CC(=CC=C1)C1=CN=C(S1)OC)C[C@@H]1CC[C@H](CC1)C1=CC(=C(C=C1)OC)C trans-4-Acetamido-N-((trans-4-(4-methoxy-3-methylphenyl)cyclohexyl)methyl)-N-(3-(2-methoxythiazol-5-yl)phenyl)cyclohexanecarboxamide